tert-butyl (2S)-2-(methylsulfonyloxymethyl)morpholine-4-carboxylate CS(=O)(=O)OC[C@@H]1CN(CCO1)C(=O)OC(C)(C)C